(R)-N-(1-(3-Bromophenyl)ethyl)-6-methoxy-2-methyl-7-((7-(pyridin-4-yl)heptyl)-oxy)quinazolin-4-amine BrC=1C=C(C=CC1)[C@@H](C)NC1=NC(=NC2=CC(=C(C=C12)OC)OCCCCCCCC1=CC=NC=C1)C